CN(C(=O)[C@@H]1CC12CCN(CC2)C(=O)OC(C(F)(F)F)C(F)(F)F)C2=NC=CC=C2 |r| 1,1,1,3,3,3-Hexafluoropropan-2-yl (±)-1-(methyl(pyridin-2-yl)carbamoyl)-6-azaspiro[2.5]octan-6-carboxylat